4-Amino-3-(((1-ethyl-1H-imidazol-5-yl)methyl)amino)benzoic acid methyl ester COC(C1=CC(=C(C=C1)N)NCC1=CN=CN1CC)=O